diethyl-4-cyclohexene-1,2-dicarboxylic acid C(C)C1=C(CC(C(C1)C(=O)O)C(=O)O)CC